CN(C1=CC2=C(C(=C3C([Si]2(C)CCCI)=CC(C=C3)=C[NH2+]C)C3=C(C=CC=C3)C)C=C1)C (7-(Dimethylamino)-5-(3-iodopropyl)-5-methyl-10-(o-tolyl)dibenzo[b,e]silin-3(5H)-ylidene)-N-methylmethanaminium